N-(4-fluoro-3-((5-(2-fluoro-4-methoxyphenyl)-2-((1-methyl-1H-pyrazol-4-yl)amino)pyrimidin-4-yl)amino)phenyl)acrylamide FC1=C(C=C(C=C1)NC(C=C)=O)NC1=NC(=NC=C1C1=C(C=C(C=C1)OC)F)NC=1C=NN(C1)C